1-p-methylphenyl-4-phenyl-1,2,3-triazole CC1=CC=C(C=C1)N1N=NC(=C1)C1=CC=CC=C1